trans-2-(1,3-dithian-2-yl)-3-phenyl-4-(thiophen-3-yl)cyclobut-2-ene-1-carboxylic acid methyl ester COC(=O)[C@@H]1C(=C([C@H]1C1=CSC=C1)C1=CC=CC=C1)C1SCCCS1